ClC1=C(C(=CC=C1)Cl)CN1C2=CC=CC(=C2C=2C(=CC=CC12)OCC(=O)O)C(N)=O {9-[(2,6-dichlorophenyl)methyl]-5-carbamoylcarbazol-4-yl}oxyacetic acid